C(CCCCCCCC)(=O)N nonanoic acid amide